(S)-tert-butyl-2-formylpyrrolidine-1-carboxylate C(C)(C)(C)OC(=O)N1[C@@H](CCC1)C=O